3-methyl-1-(propan-2-yl)-1H-pyrazole-5-carbonitrile CC1=NN(C(=C1)C#N)C(C)C